4-((1E,4Z,6E)-5-hydroxy-7-(4-hydroxy-3-methoxyphenyl)-3-oxo-hept-1,4,6-trien-1-yl)-2-methoxyphenyl 2,2,5-trimethyl-1,3-dioxane-5-carboxylate CC1(OCC(CO1)(C(=O)OC1=C(C=C(C=C1)\C=C\C(\C=C(\C=C\C1=CC(=C(C=C1)O)OC)/O)=O)OC)C)C